3-(tert-butyl)benzoyl chloride C(C)(C)(C)C=1C=C(C(=O)Cl)C=CC1